P(=S)(SCCC[Si](OCC)(OCC)OCC)(SCCC[Si](OCC)(OCC)OCC)OCCC[Si](OCC)(OCC)OCC tris-(3-triethoxysilyl-1-propyl) trithiophosphate